CC1(CCC=2C(=CC=C3CC(COC23)C2=C(C=C(C=C2)CCOC)O)O1)C 2-(8,8-Dimethyl-3,4,9,10-tetrahydro-2H-pyrano[2,3-h]chromen-3-yl)-5-(2-methoxyethyl)phenol